(2R)-indenone C1(C=CC2=CC=CC=C12)=O